C[Si](N1NC2=C(N1)C(=CC=C2Br)Br)(C)C 2-Trimethylsilyl-4,7-dibromo-1H-benzotriazole